6-cyclopropyl-N-(1-(3,4,5-trimethoxyphenyl)-1H-imidazol-4-yl)-1H-pyrazolo[3,4-d]Pyrimidine-4-amine C1(CC1)C1=NC(=C2C(=N1)NN=C2)NC=2N=CN(C2)C2=CC(=C(C(=C2)OC)OC)OC